copper sulfate, indium salt [In+3].S(=O)(=O)([O-])[O-].[Cu+2]